(S)-tert-Butyl (2-Oxopiperidin-3-yl)carbamate O=C1NCCC[C@@H]1NC(OC(C)(C)C)=O